FC1=C(CO)C=CC(=C1)C(F)(F)F 2-fluoro-4-(trifluoromethyl)benzyl alcohol